FC(C(=O)O)(F)F.FC(C(=O)O)(F)F.FC1=CN=CC2=C1N=C(N=C2)OCC21CCCN1CCC2 8-fluoro-2-((tetrahydro-1H-pyrrolizin-7a(5H)-yl)methoxy)pyrido[4,3-d]pyrimidine bis(2,2,2-trifluoroacetate)